(1,1-dimethylpropenoxy)methylsilane CC(C=C)(OC[SiH3])C